1-amino-3-(7-methyl-4-{[(thiophen-2-yl)methyl]amino}thieno[3,2-c]pyridazin-6-yl)propan-2-ol NCC(CC1=C(C=2N=NC=C(C2S1)NCC=1SC=CC1)C)O